FC(S(=O)(=O)OC1=C(C=C(C=C1)C1=NC(=CC=C1N[C@H](C)C=1C=C(C=C2C(C(=C(OC12)N1CCC(CC1)(C)C)C)=O)C)Cl)CNC(=O)OC(C)(C)C)(F)F [2-[(tert-butoxycarbonylamino)methyl]-4-[6-chloro-3-[[(1R)-1-[2-(4,4-dimethyl-1-piperidyl)-3,6-dimethyl-4-oxo-chromen-8-yl]ethyl]amino]-2-pyridyl]phenyl] trifluoromethanesulfonate